Cl.N[C@H]1CN(CC[C@@H]2N(C1=O)[C@@H](CC2)C(=O)N[C@@H]2CCOC1=CC=CC=C21)C(=O)NC2CC2 (5S,8S,10aR)-5-amino-N8-((R)-chroman-4-yl)-N3-cyclopropyl-6-oxooctahydropyrrolo[1,2-a][1,5]diazocine-3,8(4H)-dicarboxamide hydrochloride